C1(CC1)NC1CCN(CC1)C1=C2C=CN=NC2=C(C=C1)C(=O)NC=1C=C(C=2N(C1)C=C(N2)C)NS(=O)(=O)C 5-[4-(cyclopropylamino)-1-piperidyl]-N-[8-(methanesulfonamido)-2-methyl-imidazo[1,2-a]pyridin-6-yl]cinnoline-8-carboxamide